NC=1N=C(SC1C(C1=CC=C(C=C1)OCC(=O)NC1CCCCC1)=O)N(C1=CC=C(C=C1)F)C(C(=O)N)C (N-[4-Amino-5-[4-[2-(cyclohexylamino)-2-oxoethoxy]benzoyl]thiazol-2-yl]-4-fluoroanilino)propanamid